P(=O)(OC1=CC=C(C=C1)C)([O-])[O-] p-cresyl phosphate